4-[[3-(3-fluoro-4-methoxyphenyl)imidazo[1,2-a]pyrazin-8-yl]amino]-N-[(3R,4R)-4-hydroxypyrrolidin-3-yl]-N,2-dimethyl-benzamide FC=1C=C(C=CC1OC)C1=CN=C2N1C=CN=C2NC2=CC(=C(C(=O)N(C)[C@@H]1CNC[C@H]1O)C=C2)C